ClC1=C(C(=CC(=C1)S(=O)(=O)C)Cl)N1N=C(C(=C(C1=O)N1N=C(C=C1)C(F)(F)F)OC(C(C)C)=O)C(C)C 2-[2,6-dichloro-4-(methylsulfonyl)phenyl]-5-isobutyryloxy-6-isopropyl-4-[3-(trifluoromethyl)-1H-pyrazol-1-yl]pyridazin-3(2H)-one